2-((2S)-2-(1-cyclopropyl-1H-pyrazol-4-yl)-4-morpholinyl)-4-(2,4-difluorophenyl)-6,7-dimethylpteridine C1(CC1)N1N=CC(=C1)[C@H]1CN(CCO1)C1=NC2=NC(=C(N=C2C(=N1)C1=C(C=C(C=C1)F)F)C)C